(2R)-2-aminopentanethioic acid N[C@@H](C(O)=S)CCC